ClC1=C(C=CC(=C1)OC(C)C)C=1C=C2CC([C@H](C2=CC1)NC(O[C@@H]1CN2CCC1CC2)=O)(C)C (S)-quinuclidin-3-yl ((R)-5-(2-chloro-4-isopropoxyphenyl)-2,2-dimethyl-2,3-dihydro-1H-inden-1-yl)carbamate